benzyl-iminopropyl-triethoxysilane (R)-1-(2,5-difluoropyridin-3-yl)ethyl-(1-methyl-4-(5-((1RS,2RS)-2-methylcyclopropane-1-carboxamido)pyridin-2-yl)-1H-1,2,3-triazol-5-yl)carbamate FC1=NC=C(C=C1[C@@H](C)N(C(O)=O)C1=C(N=NN1C)C1=NC=C(C=C1)NC(=O)[C@H]1[C@@H](C1)C)F.C(C1=CC=CC=C1)C(C)O[Si](OCC)(OCC)CCC=N |&1:28,29|